ClC1=C(C=CC=C1C)N1CCNCC1 1-(2-chloro-3-methylphenyl)piperazine